C(N)(=O)C1=CC(=NC2=C1N=CN=C2N[C@@H]2CN(CCC2(F)F)C(=O)OC(C)(C)C)C2=CC=C(C=C2)CN2[C@@H](COC[C@@H]2C)C tert-butyl (3R)-3-[[8-carbamoyl-6-(4-[[(3R,5S)-3,5-dimethylmorpholin-4-yl] methyl]phenyl)pyrido[3,2-d]pyrimidin-4-yl]amino]-4,4-difluoropiperidine-1-carboxylate